N-ethyl-perfluoro-N-octylsulfonamide C(C)N(S(=O)(=O)F)C(C(C(C(C(C(C(C(F)(F)F)(F)F)(F)F)(F)F)(F)F)(F)F)(F)F)(F)F